2-(4-(((3aR,5s,6aS)-2-(2-cyanoethyl)octahydrocyclopenta[c]pyrrol-5-yl)amino)-1H-pyrrolo[2,3-b]pyridin-5-yl)-N-(1-hydroxypropan-2-yl)-4-methylthiazole-5-carboxamide C(#N)CCN1C[C@@H]2[C@H](C1)CC(C2)NC2=C1C(=NC=C2C=2SC(=C(N2)C)C(=O)NC(CO)C)NC=C1